BrCC1CC(C1)(F)F 3-(bromomethyl)-1,1-difluoro-cyclobutane